3-(5-Fluoro-2H-benzo[d][1,2,3]-triazol-2-yl)-2-hydroxy-5-methoxybenzylmethacrylat FC1=CC=2C(=NN(N2)C=2C(=C(COC(C(=C)C)=O)C=C(C2)OC)O)C=C1